COC(CNC1=NCCC1C)OC 2,2-dimethoxyethyl-(3-methyl-1-pyrrolin-2-yl)amine